methyl 4-(2-(2-(3-(3-bromophenyl)-3-oxopropyl)-5-oxopyrazolidin-1-yl)ethyl)benzoate BrC=1C=C(C=CC1)C(CCN1N(C(CC1)=O)CCC1=CC=C(C(=O)OC)C=C1)=O